C(C)(=O)N[C@@H](CCCCN)C(=O)O N2-Acetyl-L-lysin